C(C1=CC=CC=C1)C1=CC=CC(=N1)C1=NC=CC=C1 6-benzyl-2,2'-bipyridine